6-chloro-4-(5-chloro-2-methoxyphenyl)-N-(6-(4-cyanophenyl)thiazolo[4,5-b]pyrazin-2-yl)pyridine-3-carboxamide ClC1=CC(=C(C=N1)C(=O)NC=1SC=2C(=NC=C(N2)C2=CC=C(C=C2)C#N)N1)C1=C(C=CC(=C1)Cl)OC